3-(2-bromoethyl)-1-methylimidazole bromide [Br-].BrCCN1CN(C=C1)C